C(=O)(C=C)C(C(=O)C1=CC=CC=C1)C1=CC=CC=C1 acryl-diphenyl-ethanone